C1(CC1)C=1N=C(C2=CC3=C(C(=C2C1)S(NCC(C)(C)F)(=O)=O)CC(C3)NC=3C=CC(=NC3)C(=O)OC)F methyl 5-[[3-cyclopropyl-1-fluoro-5-[(2-fluoro-2-methyl-propyl)sulfamoyl]-7,8-dihydro-6H-cyclopenta[g]isoquinolin-7-yl]amino]pyridine-2-carboxylate